3-phenylpropane-1,2-diol C1(=CC=CC=C1)CC(CO)O